C(C1=CC=CC=C1)NC(N(C1=NC=C(C=C1)C=1C=NN(C1)C)[C@@H]1CC[C@H](CC1)NC1=NC=C(C(=N1)NCC=1N=NC=CC1)C#N)=O 3-benzyl-1-(trans-4-((5-cyano-4-((pyridazin-3-yl-methyl)amino)-pyrimidin-2-yl)-amino)cyclohexyl)-1-(5-(1-methyl-1H-pyrazol-4-yl)-pyridin-2-yl)urea